tert-butyl N-ethyl-N-(1-pyrido[3,4-b]pyrazin-5-yl-4-piperidyl)carbamate C(C)N(C(OC(C)(C)C)=O)C1CCN(CC1)C1=NC=CC=2C1=NC=CN2